C12N(CC(NC1)CC2)C=2C1=C(N=C(N2)OCC2(CC2)CN2CCOCC2)C(N(CC1)C1=CC(=CC2=CC=C(C(=C12)F)F)O)=O 4-(2,5-Diazabicyclo[2.2.2]octan-2-yl)-7-(7,8-difluoro-3-hydroxynaphthalen-1-yl)-2-((1-(morpholinomethyl)cyclopropyl)methoxy)-6,7-dihydropyrido[3,4-d]pyrimidin-8(5H)-one